3-(cyclopropylmethoxy)-5-[5-[(1R)-1-(3,5-dimethylpyridazin-4-yl)ethoxy]-1H-indazol-3-yl]benzonitrile C1(CC1)COC=1C=C(C#N)C=C(C1)C1=NNC2=CC=C(C=C12)O[C@H](C)C1=C(N=NC=C1C)C